(R)-2-amino-3-(2-carboxyethylsulfanyl)propionic acid N[C@H](C(=O)O)CSCCC(=O)O